C(C)(C)(C)OC(=O)N1CC2=CC=CC=C2C[C@H]1[C@@H](CN1CCN(C2=C(C1=O)C=CC(=C2)C(=O)O)CC)O 4-((R)-2-((S)-2-(tert-butoxycarbonyl)-1,2,3,4-tetrahydroisoquinolin-3-yl)-2-hydroxyethyl)-1-ethyl-5-oxo-2,3,4,5-tetrahydro-1H-benzo[e][1,4]diazepine-8-Carboxylic acid